N(=[N+]=[N-])C[C@@H]1[C@H](CN(CC1)C(=O)OC(C)(C)C)OCOC (3R,4R)-tert-Butyl 4-(azidomethyl)-3-(methoxymethoxy)piperidine-1-carboxylate